C(C)(C)(C)OC(=O)N1C[C@H](OC[C@](C1)(O)CO[Si](C)(C)C(C)(C)C)C(=O)O |o1:12| (2S,6S*)-4-[(tert-butoxy)carbonyl]-6-{[(tert-butyldimethylsilyl)oxy]methyl}-6-hydroxy-1,4-oxazepane-2-carboxylic acid